2-(1-(3-methoxyphenyl)-1H-pyrazol-3-yl)-N-(5-(trifluoromethyl)thiazol-2-yl)acetamide COC=1C=C(C=CC1)N1N=C(C=C1)CC(=O)NC=1SC(=CN1)C(F)(F)F